C(C1=CC=CC=C1)OC([C@H]([C@H](C(C)C)O)Br)=O (2S,3S)-2-bromo-3-hydroxy-4-methylpentanoic acid benzyl ester